N-(6-amino-5-methyl-3-pyridyl)-2-[(2S,5R)-2-(3-hydroxy-4-methyl-phenyl)-5-methyl-1-piperidyl]-2-oxo-acetamide NC1=C(C=C(C=N1)NC(C(=O)N1[C@@H](CC[C@H](C1)C)C1=CC(=C(C=C1)C)O)=O)C